5-(tert-butyl)-N-(3-fluoro-2-methyl-4-(4,4,5,5-tetramethyl-1,3,2-dioxaborolan-2-yl)benzyl)-1,2,4-oxadiazole-3-carboxamide C(C)(C)(C)C1=NC(=NO1)C(=O)NCC1=C(C(=C(C=C1)B1OC(C(O1)(C)C)(C)C)F)C